C1=CC=CC=2C3=CC=CC=C3C(C12)COC(N[C@H](C(N[C@H](C(NCO[C@H](CC(=O)O)C)=O)C)=O)C(C)C)=O (5S,8S,13S)-1-(9H-fluoren-9-yl)-5-isopropyl-8,13-dimethyl-3,6,9-trioxo-2,12-dioxa-4,7,10-triazapentadecan-15-oic acid